4-(4-((7-ethyl-6-oxo-5,6-dihydro-1,5-naphthyridin-3-yl)methyl)piperazin-1-yl)-3-fluoro-N-(2-methoxyethyl)benzamide C(C)C=1C(NC=2C=C(C=NC2C1)CN1CCN(CC1)C1=C(C=C(C(=O)NCCOC)C=C1)F)=O